N6-(3-iodobenzyl)-9-methyl-2-(4-pyridylthio)adenine IC=1C=C(CNC2=C3N=CN(C3=NC(=N2)SC2=CC=NC=C2)C)C=CC1